1-(1H-1,3-benzodiazol-2-yl)-3-(4-fluorophenyl)-5-hydroxy-1H-pyrazol N1C(=NC2=C1C=CC=C2)N2N=C(C=C2O)C2=CC=C(C=C2)F